(Ra)-4-(4-((1r,5s)-3,8-diazabicyclo[3.2.1]oct-3-yl)-2-((1,3-dimethylpiperidin-3-yl)methoxy)-6,8-difluoroquinazolin-7-yl)-5-ethynyl-6-fluoronaphthalen-2-ol [C@H]12CN(C[C@H](CC1)N2)C2=NC(=NC1=C(C(=C(C=C21)F)C2=CC(=CC1=CC=C(C(=C21)C#C)F)O)F)OCC2(CN(CCC2)C)C